C(CCC)C1=CC=CC=C1 butylbenzene